[Ru].[Sn] tin ruthenium